tert-butyl (R)-4-methyl-3-methylidene-2-oxopyrrolidine-1-carboxylate C[C@@H]1C(C(N(C1)C(=O)OC(C)(C)C)=O)=C